13-docosen-1-ol C(CCCCCCCCCCCC=CCCCCCCCC)O